CN(C1=CC=C2C(=C3C(O2)=CC=CC(=C3)NS(=O)(=O)C3=CC=C(C=C3)C)C1)C N-(N,N-dimethyl-2-aminocyclohepta[b]benzofur-9-yl)-4-methylbenzenesulfonamide